1'-methyl-[1,3'-bipyrrolidine]-2-carboxamide CN1CC(CC1)N1C(CCC1)C(=O)N